C(N)(=N)C=1C=C(SC1)CNC(=O)[C@H]1N(CCC1)C(CNC(CCCCCCC)=O)=O (2S)-N-[(4-carbamimidoylthiophen-2-yl)methyl]-1-(2-octanamidoacetyl)pyrrolidine-2-carboxamide